2,3-dicyanophenyl ether C(#N)C1=C(C=CC=C1C#N)OC1=C(C(=CC=C1)C#N)C#N